FC(CN1N=CC=2C1=NC(=CN2)N2CC1CC(C2)C12CN(C(C2)=O)C2=CC(=NC=C2)C(F)(F)F)F 3-(1-(2,2-difluoroethyl)-1H-pyrazolo[3,4-b]pyrazin-6-yl)-1'-(2-(trifluoromethyl)pyridin-4-yl)-3-azaspiro[bicyclo[3.1.1]heptane-6,3'-pyrrolidin]-5'-one